Cl.Cl.C1(=CC=CC=C1)N1CCC(CC1)NC(=O)[C@@H]1CNC[C@H]1C1=CC=CC=C1 (3S,4R)-3-[(1-phenylpiperidin-4-yl)carbamoyl]-4-phenylpyrrolidine dihydrochloride